ClC=1C=C(C=CC1)C=1C=C2C=CNC2=CC1 5-(3-chlorophenyl)indole